N-(5-chloro-2-(2,2,2-trifluoroethoxy)phenyl)thiophene-2-carboxamide ClC=1C=CC(=C(C1)NC(=O)C=1SC=CC1)OCC(F)(F)F